N(=[N+]=[N-])[C@@H]1C[C@H](CC1)CC1=CC(=CC=C1)Cl |o1:3,5| (1R*,3S*)-3-Azido-1-(3-chlorobenzyl)cyclopentane